2-(tetrahydro-2H-pyran-4-yl)-2,6,7,8-tetrahydro-1H-pyrrolo[2,3-e][1,2,4]triazolo[4,3-a]pyridin-1-one O1CCC(CC1)N1N=C2N(C3=C(C=C2)NCC3)C1=O